2-[3-(5-chloro-2,4-difluoro-phenyl)-1H-pyrazol-4-yl]-7-(5,6,7,8-tetrahydroimidazo[1,2-a]pyrazin-3-yl)-1,5-naphthyridine ClC=1C(=CC(=C(C1)C1=NNC=C1C1=NC2=CC(=CN=C2C=C1)C1=CN=C2N1CCNC2)F)F